FC=1C=C(OC2=C(C3=C(C=NS3)C=C2)C)C=C(C1)F 6-(3,5-difluorophenoxy)-7-methylbenzo[d]isothiazole